ClC1=CC=C(C=C1)[C@@]1(N(C(C2=CC(=CC=C12)C(C)(C)O)=O)CC1=CC=C(C=C1)Cl)OCC1(CC1)C#N 1-({[(1R)-1-(4-chlorophenyl)-2-[(4-chlorophenyl)methyl]-5-(2-hydroxypropan-2-yl)-3-oxo-2,3-dihydro-1H-isoindol-1-yl]oxy}methyl)cyclopropane-1-carbonitrile